N[C@@](COC=1C(=CC(=NC1)OC(F)F)C1=CC=2N(C=C1)N=C(C2)NC2=NC(=NC(=C2)C)C)(C(F)(F)F)C (S)-5-[5-(2-amino-3,3,3-trifluoro-2-methyl-propoxy)-2-(difluoromethoxy)-4-pyridyl]-N-(2,6-dimethylpyrimidin-4-yl)pyrazolo[1,5-a]pyridin-2-amine